1-(4-(1-(4-chloro-3-fluorophenyl)-3,3-dimethyl-2,3-dihydro-1H-pyrrolo[3,2-b]pyridine-5-carbonyl)-3,3-dimethylpiperazin-1-yl)ethan-1-one ClC1=C(C=C(C=C1)N1CC(C2=NC(=CC=C21)C(=O)N2C(CN(CC2)C(C)=O)(C)C)(C)C)F